1-cyclobutyl-3-fluoro-4-methyl-5-nitro-1H-pyrrolo[2,3-b]pyridine C1(CCC1)N1C=C(C=2C1=NC=C(C2C)[N+](=O)[O-])F